1-(8-quinolinyl-sulfonyl)-piperidine-4-carboxylic acid N1=CC=CC2=CC=CC(=C12)S(=O)(=O)N1CCC(CC1)C(=O)O